5,12-bis[4-(1,1-dimethylethyl)phenyl]-naphthacene CC(C)(C)C1=CC=C(C=C1)C1=C2C=CC=CC2=C(C2=CC3=CC=CC=C3C=C12)C1=CC=C(C=C1)C(C)(C)C